C12CCC(CC1)N2C=2C=CC1=C(C2)[Si]2(CCCCC2)C2=C(C13OC(C1=CC=C(C=C13)C(=O)NCCN1C(C=CC1=O)=O)=O)C=CC(=C2)N2C1CCC2CC1 3',7'-di(7-azabicyclo[2.2.1]heptan-7-yl)-N-(2-(2,5-dioxo-2,5-dihydro-1H-pyrrol-1-yl)ethyl)-3-oxo-3H-dispiro[isobenzofuran-1,10'-dibenzo[b,e]siline-5',1''-silinane]-6-carboxamide